BrC1=C(C(=O)O)C(=CC(=N1)Br)[N+](=O)[O-] 2,6-dibromo-4-nitronicotinic acid